5,5,5-trifluoropentanamide FC(CCCC(=O)N)(F)F